N-(5-cyano-6-(2H-1,2,3-triazol-2-yl)pyridin-3-yl)-1-(8-fluoroimidazo[1,2-a]pyridin-5-yl)-5-(trifluoromethyl)-1H-pyrazole-4-carboxamide C(#N)C=1C=C(C=NC1N1N=CC=N1)NC(=O)C=1C=NN(C1C(F)(F)F)C1=CC=C(C=2N1C=CN2)F